C(C)(=O)N1CC[C@@H]2N(C([C@H](C1)NC(=O)C1=CC3=C(S1)C=CC(=C3)C(F)(F)P(O)(O)=O)=O)[C@@H](CC2)C(=O)N2C[C@@H](OCC2)C2=CC=CC=C2 ((2-(((5S,8S,10aR)-3-acetyl-6-oxo-8-((S)-2-phenylmorpholine-4-carbonyl)decahydropyrrolo[1,2-a][1,5]diazocin-5-yl)carbamoyl)benzo[b]thiophen-5-yl)difluoromethyl)phosphonic acid